ClC1=C(C=CC=C1Cl)NC=1N=C2C(=NC1)NC(=N2)N2CCC(CC2)(C)NC(OC(C)(C)C)=O tert-Butyl (1-[5-((2,3-dichlorophenyl)amino)-1H-imidazo[4,5-b]pyrazin-2-yl]-4-methylpiperidin-4-yl)carbamate